FC1=C(C=CC(=C1F)N)C1=CC=C(N)C=C1 2,3-difluorobenzidine